P(O)(=O)(OP(=O)(O)OP(=O)(O)O)OC[C@@H]1[C@H]([C@H]([C@@H](O1)C1=CN(C(=O)NC1=O)C)O)O N1-methyl-pseudouridine-5'-triphosphate